C(C)OC(=O)C=1C(=NN2C1N=CC=C2)N2CC(C2)(C)C (3,3-Dimethylazetidin-1-yl)pyrazolo[1,5-a]pyrimidine-3-carboxylic acid ethyl ester